Cl.NCC[C@H]1C[C@H](N(C1=O)C(=O)OC(C)(C)C)C(=O)OC 1-(tert-butyl) 2-methyl (2S,4S)-4-(2-aminoethyl)-5-oxopyrrolidine-1,2-dicarboxylate hydrochloride salt